BrC1=CC(=C(C=C1F)CC(=O)OCC)CCOCC1=C(C=CC(=C1)C#N)COC1=NC(=CC=C1)Cl ethyl 2-[4-bromo-2-[2-[[2-[(6-chloro-2-pyridyl)oxymethyl]-5-cyano-phenyl]methoxy]ethyl]-5-fluoro-phenyl]acetate